(3R,4S)-1-[6-[1-(3-cyano-3-methylcyclobutyl)pyrazol-4-yl]-3-fluoropyrazolo[1,5-a]pyrazin-4-yl]-3-cyclopropyl-4-methyl-2-oxopyrrolidine-3-carbonitrile C(#N)C1(CC(C1)N1N=CC(=C1)C=1N=C(C=2N(C1)N=CC2F)N2C([C@]([C@@H](C2)C)(C#N)C2CC2)=O)C